4-(3-(1-(6-chloropyrimidin-4-yl)-4-oxido-1,4-azaphosphinan-4-yl)-4-fluorobenzyl)phthalazin-1(2H)-one ClC1=CC(=NC=N1)N1CCP(CC1)(=O)C=1C=C(CC2=NNC(C3=CC=CC=C23)=O)C=CC1F